FC=1C(=NC=CC1C=1N=C(N2C1[C@H](N(CC2)C(=O)C2=CC=C(C=C2)F)C)C2=NC(=NS2)C)C (R)-(1-(3-fluoro-2-methylpyridin-4-yl)-8-methyl-3-(3-methyl-1,2,4-thiadiazole-5-yl)-5,6-dihydroimidazo[1,5-a]pyrazin-7(8H)-yl)(4-fluorophenyl)methanone